O[C@H](COC=1C=C(C=CC1)S(=O)(=O)N)CN[C@H]1COC2(C1)CCN(CC2)S(=O)(=O)C2=CC=1CCCCC1C=C2 3-((S)-2-hydroxy-3-((R)-8-(5,6,7,8-tetrahydronaphthalen-2-ylsulfonyl)-1-oxa-8-azaspiro[4.5]decan-3-ylamino)propoxy)benzenesulfonamide